(R)-4-((methylamino)methyl)-N'-((2,4,5,6-tetrahydro-1H-cyclobuta[f]inden-3-yl)carbamoyl)benzenesulfonimidamide Gold [Au].CNCC1=CC=C(C=C1)[S@@](=O)(N)=NC(NC1=C2C(=CC=3CCCC13)CC2)=O